C(C)(C)C1=CC2=C(N=C(S2)C=O)N1C 5-isopropyl-4-methyl-pyrrolo[2,3-d]thiazole-2-carbaldehyde